ClC=1C(=C(C(=CC1)F)C1=C(C(=NN(C1=O)C)C)OC(C(C)C)=O)\C=C\C1=CC2=C(N=NN2C)C=C1 2-Methylpropanoic acid [5-[3-chloro-6-fluoro-2-[(E)-2-(3-methylbenzotriazole-5-yl) vinyl] phenyl]-1,3-dimethyl-6-oxo-pyridazin-4-yl] ester